4-amino-4'-chloro-N-(2,4-Dimethoxybenzyl)biphenyl-2-sulfonamide NC=1C=C(C(=CC1)C1=CC=C(C=C1)Cl)S(=O)(=O)NCC1=C(C=C(C=C1)OC)OC